CC1CCN(CC1)C=NS(=O)(=O)C1=CC=CC=C1 N-((4-methylpiperidin-1-yl)methylene)benzenesulfonamide